CC1=C2C(=CC=3C=4C=CC=CC4N(C13)C)C=NC=C2 5,6-dimethyl-6H-pyrido[4,3-b]carbazole